O=C1NC(CCC1N1C(C2=CC=C(C=C2C1=O)N1CCN(CC1)CC1CCN(CC1)CCN1[C@H](CNCC1)C)=O)=O 2-(2,6-dioxo-3-piperidyl)-5-[4-[[1-[2-[(2S)-2-methylpiperazin-1-yl]ethyl]-4-piperidyl]methyl]piperazin-1-yl]isoindoline-1,3-dione